(1R,5R,6r)-3-(tert-butoxycarbonyl)-3-azabicyclo[3.1.0]hexane-6-carboxylic acid C(C)(C)(C)OC(=O)N1C[C@H]2C([C@@H]2C1)C(=O)O